3-methylpentane-1,5-diylbis(4-methylbenzenesulfonate) CC(CCC1=C(C=CC(=C1)C)S(=O)(=O)[O-])CCC1=C(C=CC(=C1)C)S(=O)(=O)[O-]